7-[2-[2-[[(1S)-1-[(2S,4R)-4-hydroxy-2-[[4-(4-methylthiazol-5-yl)phenyl]methylcarbamoyl]pyrrolidine-1-carbonyl]-2,2-dimethyl-propyl]amino]-2-oxo-ethoxy]ethoxy]heptanoic acid O[C@@H]1C[C@H](N(C1)C(=O)[C@H](C(C)(C)C)NC(COCCOCCCCCCC(=O)O)=O)C(NCC1=CC=C(C=C1)C1=C(N=CS1)C)=O